C(C)(C)(C)OC(=O)NCCC1(CCN(CC1)C(=O)OCC1=CC=CC=C1)OC benzyl 4-(2-(tert-butoxycarbonylamino) ethyl)-4-methoxypiperidine-1-carboxylate